ClC1=C(C(=C(C=C1C(F)(F)F)I)F)O 2-Chloro-6-fluoro-5-iodo-3-(trifluoromethyl)phenol